ClP(OCCC#N)N(C(C)C)C(C)C 3-[chloro-(diisopropylamino)phosphanyl]oxypropionitrile